(R)-(2,3-Dihydrobenzo[b][1,4]dioxin-2-yl)methanamine O1C2=C(OC[C@H]1CN)C=CC=C2